FC1=C(C=C(C=C1)N(C(=O)[C@H]1N(C(OC1)=O)C1=NC(=CC(=C1)C(F)(F)F)C)C)C (S)-N-(4-Fluoro-3-methyl-phenyl)-N-methyl-3-(6-methyl-4-(trifluoromethyl)pyridin-2-yl)-2-oxooxazolidine-4-carboxamide